NC1=CC=C(OCC(C)(C)NC(OC(C)(C)C)=O)C=C1 tert-butyl (1-(4-aminophenoxy)-2-methylpropan-2-yl)carbamate